(3Z)-8,8-dimethoxy-1,3-octadiene COC(CCC\C=C/C=C)OC